9-ethyl-3-methyl-3,4,7,15-tetraazatricyclo[12.3.1.02,6]Octadeca-1(18),2(6),4,14,16-pentaen-8-one trifluoroacetate salt FC(C(=O)O)(F)F.C(C)C1C(NC=2C=NN(C2C=2C=CN=C(CCCC1)C2)C)=O